CC1(OB(OC1(C)C)C=1N=C2N(N=CC=C2)C1)C 4,4,5,5-tetramethyl-1,3,2-dioxaborolan-2-ylimidazo[1,2-b]pyridazine